N-octadecyl-2-methyl-3-hydroxypyridin-4-one C(CCCCCCCCCCCCCCCCC)N1C(=C(C(C=C1)=O)O)C